(R)-1-(4-(1-(2,6-dichlorophenyl)azetidin-3-yl)-2,6-dimethylbenzyl)pyrrolidine-3-carboxylic acid ClC1=C(C(=CC=C1)Cl)N1CC(C1)C1=CC(=C(CN2C[C@@H](CC2)C(=O)O)C(=C1)C)C